2-(2-methylpyrrolidin-1-yl)ethane-1-ol hydrochloride Cl.CC1N(CCC1)CCO